OCCC1=CC=C(C=C1)C=1C(=O)NC(C1)=O 4-(2-hydroxyethyl)phenylmaleimide